N6-(2-methoxy-4-(methylsulfonyl)phenyl)-N4-(2-methoxyethyl)-3-(trifluoromethyl)-1H-pyrrolo[2,3-b]pyridine-4,6-diamine COC1=C(C=CC(=C1)S(=O)(=O)C)NC=1C=C(C2=C(N1)NC=C2C(F)(F)F)NCCOC